O1NC(C2=C1CNC(C2([2H])[2H])[2H])=O 4,5,6,7-tetrahydroisoxazolo(5,4-c)pyridin-3(2H)-one-4,4,5-d3